COC(C)(C)C1=CC=CC=C1 cumyl methyl ether